Cl.NCC=1C(NN(C1OC)C)=O 4-(aminomethyl)-5-methoxy-1-methyl-1H-pyrazol-3(2H)-one hydrochloride